Cl.ClC1=CC=C(C=C1)NC(C1=NC=C(C=C1)CCCCC)=O N-(4-chlorophenyl)-5-pentylpicolinamide hydrogen chloride